(R)-N-(2-fluoro-4-(3-(quinazolin-2-ylamino)pyrrolidine-1-carbonyl)phenyl)acrylamide FC1=C(C=CC(=C1)C(=O)N1C[C@@H](CC1)NC1=NC2=CC=CC=C2C=N1)NC(C=C)=O